[Si](C)(C)(C(C)(C)C)OC1CCC(CC1)N1N=CC(=C1)C1=CC=2N(N=C1C)C=CN2 7-(1-((1R,4R)-4-((tert-butyldimethylsilyl)oxy)cyclohexyl)-1H-pyrazol-4-yl)-6-methylimidazo[1,2-b]pyridazine